tert-butyl 4-[4-({[(3-cyclopropoxycyclobutyl)sulfonyl]carbamoyl}amino)-6-methyl-2,3-dihydro-1H-inden-5-yl]-1H-pyrrolo[2,3-b]pyridine-1-carboxylate C1(CC1)OC1CC(C1)S(=O)(=O)NC(=O)NC1=C2CCCC2=CC(=C1C1=C2C(=NC=C1)N(C=C2)C(=O)OC(C)(C)C)C